N1=C(N=CC(=C1)[C@H]1[C@@H](C1)C=1C=C(C(=C(C1)N1C=NC2=C1C=C(C(=C2)OC)OC)F)F)C2=NC=CC=N2 trans-1-(5-(2-([2,2-bipyrimidin]-5-yl)cyclopropyl)-2,3-difluorophenyl)-5,6-dimethoxy-1H-benzo[d]imidazole